9-isopropyl-2-(pyridin-2-yl)-N-(2-(trifluoromethyl)pyridin-4-yl)-9H-purin-6-amine C(C)(C)N1C2=NC(=NC(=C2N=C1)NC1=CC(=NC=C1)C(F)(F)F)C1=NC=CC=C1